[C@H]12CN(C[C@H](CC1)N2)C2=NC(=NC1=C(C(=CC=C21)C2=CC(=CC1=CC=CC=C21)O)F)NCC2C(CCC2)O 4-(4-((1R,5S)-3,8-diazabicyclo[3.2.1]octan-3-yl)-8-fluoro-2-(((2-hydroxycyclopentyl)methyl)amino)quinazolin-7-yl)naphthalen-2-ol